BrC1=CC=2N=C(N=C(C2N=C1)N1CCOCC1)N1N=C(C=C1)C1=CC=NC=C1 4-(7-bromo-2-(3-(pyridin-4-yl)-1H-pyrazol-1-yl)pyrido[3,2-d]pyrimidin-4-yl)morpholine